FC1=C(C(=CC=C1)OC1=NC=C(C=C1)OC)CN1C[C@@H](N([C@@H](C1)C)C(C(C)C)=O)C(=O)NCC1=CC=C(C=C1)C1=NC=CC=N1 (2R,6R)-4-({2-fluoro-6-[(5-methoxypyridin-2-yl)oxy]phenyl}methyl)-6-methyl-1-(2-methylpropanoyl)-N-{[4-(pyrimidin-2-yl)phenyl]methyl}piperazine-2-carboxamide